S1N=CSC=C1 1,4,2-dithiazine